Cl.CNC1CC2=C(OC1)C=C(S2)C N,2-dimethyl-6,7-dihydro-5H-thieno[3,2-b]pyran-6-amine hydrochloride